CC1(CNC1)C=1C=C2C(=NC=NC2=CC1)NC1=C(C(=C(C=C1)F)F)F 6-(3-methylazetidin-3-yl)-N-(2,3,4-trifluorophenyl)quinazolin-4-amine